ClC1=NC(=CC(=C1)C1=C(N=C(S1)NC(=O)N1C[C@@H](NCC1)C)C1=CC(=CC=C1)C#N)C (3S)-N-[5-(2-Chloro-6-methyl-4-pyridyl)-4-(3-cyanophenyl)thiazol-2-yl]-3-methylpiperazin-1-carboxamid